N1N=C(N=C1)CCCCC1=NNC=N1 3,3'-tetramethylenebis(1H-1,2,4-triazole)